CC=1C(=NC=CC1)NC1=NC(=NO1)C1=NC=C(C=C1)OC1CCOCC1 N-(3-methylpyridin-2-yl)-3-(5-(tetrahydro-2H-pyran-4-yloxy)pyridin-2-yl)-1,2,4-oxadiazol-5-amine